2',3'-diphenyl-p-terphenyl-4,4'-dicarboxylate C1(=CC=CC=C1)C1=C(C=CC(C1C1=CC=CC=C1)(C1=CC=CC=C1)C(=O)[O-])C1=CC=C(C=C1)C(=O)[O-]